NC([C@H](C[C@H]1C(NCC1)=O)NC(=O)[C@@H]1[C@H]2C([C@H]2CN1C(=O)C=1C=CC=2N(C1)C=CN2)(C)C)=O (1R,2S,5S)-N-[(1S)-2-amino-2-oxo-1-[[(3S)-2-oxopyrrolidin-3-yl]methyl]ethyl]-3-(imidazo[1,2-a]pyridine-6-carbonyl)-6,6-dimethyl-3-azabicyclo[3.1.0]hexane-2-carboxamide